C(\C(\C)=C/C)(=O)OCCCCCC hexyl (Z)-tiglate